FC(C1=CN=C(NC1=O)C1=CC(CC1)N1CCN(CC1)C1=NC=C(C#N)C=C1)F 6-(4-(3-(5-(difluoromethyl)-6-oxo-1,6-dihydropyrimidin-2-yl)cyclopent-2-en-1-yl)piperazin-1-yl)nicotinonitrile